4-glycidyloxy(N,N-diglycidylaniline) C(C1CO1)OC1=CC=C(N(CC2CO2)CC2CO2)C=C1